BrC1=CC(=C(C=C1OC1=C(C=CC=C1)OC)N1C(NC(=CC1=O)C(F)(F)F)=O)F 3-[4-bromo-2-fluoro-5-(2-methoxyphenoxy)phenyl]-6-(trifluoromethyl)-1H-pyrimidine-2,4-dione